C(C)(C)(C)OC(=O)N1[C@@H]2[C@@H]([C@@H](C[C@H]1CCC2)OS(=O)(=O)C)F (1S,2S,3R,5R)-2-fluoro-3-((methylsulfonyl)oxy)-9-azabicyclo[3.3.1]nonane-9-carboxylic acid tert-butyl ester